C(C1=CC=CC=C1)N1CCC(=CC1)C1=CC=CC=C1 1-benzyl-4-phenyl-1,2,3,6-tetrahydropyridine